N-methylvalerolactam CN1C(CCCC1)=O